5-(2-methoxyethoxy)-1,3,4-thiadiazol-2-amine COCCOC1=NN=C(S1)N